C(C1CO1)OC1=CC=C(C=C1)S(=O)(=O)C1=CC=C(C=C1)OCC1CO1 p-glycidoxyphenylsulfone